diphenylphosphinodichloropalladium C1(=CC=CC=C1)P(C1=CC=CC=C1)[Pd](Cl)Cl